C(C)OC([C@@H](NC(CNC1=C(C=CC=C1)O)=O)C(C)C)=O N-(2-hydroxyphenyl)-glycylvaline ethyl ester